(6R)-3-chloro-6-[(2R,4S)-4-{[4-(2-methanesulfonylethanesulfonyl)phenoxy]methyl}-2-methylpyrrolidin-1-yl]-5,6,7,8-tetrahydronaphthalene-1-carbonitrile ClC=1C=C(C=2CC[C@H](CC2C1)N1[C@@H](C[C@@H](C1)COC1=CC=C(C=C1)S(=O)(=O)CCS(=O)(=O)C)C)C#N